3,3,3-trifluoro-N-(2-fluoro-4-(2-(((3S,5S)-5-fluoropiperidin-3-yl)amino)-8-isopropylpyrido[3,2-d]pyrimidin-6-yl)phenyl)propane-1-sulfonamide FC(CCS(=O)(=O)NC1=C(C=C(C=C1)C=1C=C(C=2N=C(N=CC2N1)N[C@@H]1CNC[C@H](C1)F)C(C)C)F)(F)F